BrC=1OC=CC1Br 2,3-dibromofuran